FC1=CC=C(C=C1)C(N1CCN(CC1)C1=C(C(N(C=2C=CC(=NC12)C#N)CC#N)=O)[N+](=O)[O-])C1=CC=C(C=C1)F 8-(4-(bis(4-fluorophenyl)methyl)piperazin-1-yl)-5-(cyanomethyl)-7-nitro-6-oxo-5,6-dihydro-1,5-naphthyridine-2-carbonitrile